methylamino-bromine CNBr